2,6-dihydroxyl-4-aminopyrimidine OC1=NC(=CC(=N1)N)O